chromium chloride bromide [Br-].[Cl-].[Cr+2]